5-(3-chlorobenzyl)-N-(6-(hydroxymethyl)pyridin-3-yl)picolinamide ClC=1C=C(CC=2C=CC(=NC2)C(=O)NC=2C=NC(=CC2)CO)C=CC1